n-methyl-5-(4-((3-methyl-4-oxo-4,5-dihydropyrrolo[1,2-a]quinoxalin-7-yl)methyl)piperazin-1-yl)pyridine CN1CC=CC(=C1)N1CCN(CC1)CC=1C=C2NC(C=3N(C2=CC1)C=CC3C)=O